COC[C@H]1[C@@H](OCCN1C=1C=C2C(=CC=NC2=CC1)C(=O)OC(C)(C)C)C tert-Butyl 6-((2S,3S)-3-(methoxymethyl)-2-methylmorpholino)-quinoline-4-carboxylate